C(C)(C)(C)OC(=O)N1[C@@H](C[C@@H](C1)F)C1=C(C=CC=C1)C(C)C (2s,4s)-4-fluoro-2-(2-isopropylphenyl)pyrrolidine-1-carboxylic acid tert-butyl ester